C(#N)C1=CC(=C(CSC2=CC=CC(N2)C=2CCN(CC2)C(=O)OC(C)(C)C)C=C1)F Tert-butyl 6-((4-cyano-2-fluorobenzyl)thio)-3',6'-dihydro-[2,4'-bipyridine]-1'(2H)-carboxylate